BrC1=C(C(=C(C=C1)S(=O)(=O)N)F)F 4-bromo-2,3-difluorobenzenesulfonamide